O=C1N(CCC(C1)=O)C(=O)OCCCC butyl 2,4-dioxopiperidine-1-carboxylate